ClC=1C=CC2=C(NN=C2C1)CCl 6-chloro-3-(chloromethyl)-2H-indazole